8-benzoyl-2-(pyridin-3-ylmethyl)-2,8-diazaspiro[4.5]decan-1-one C(C1=CC=CC=C1)(=O)N1CCC2(CCN(C2=O)CC=2C=NC=CC2)CC1